C1=CC=CC2=CC=3C(=CC=CC3C=C12)N 5-anthraceneamine